N[C@@H](CCC(O)=O)C(=O)N[C@@H](CC1=CC=C(C=C1)O)C(=O)O L-alpha-glutamyl-L-tyrosine